(2R)-3,3-dimethylbutan-2-amine CC([C@@H](C)N)(C)C